FC1=C(C=CC=C1F)C1=CC(=CC=C1)[C@@H]1NOCC1 (R)-3-(2',3'-difluoro-[1,1'-biphenyl]-3-yl)isoxazolidin